CNC[C@H]1OCC2(C3=C1SC=C3)CC2 R-N-methyl-1-(5'H,7'H-spiro[cyclopropane-1,4'-thieno[2,3-c]pyran]-7'-yl)methylamine